CC1=CC=C(C=C1)S(=O)(=O)NC(C(N)C1=CC=CC=C1)C1=CC=CC=C1 (-)-(4-toluenesulfonyl)-1,2-diphenylethylenediamine